pentamethylcyclopentadienyl(1-sec-butyl-6,6-diethyl-1,5,6,7-tetrahydro-s-indacenyl)hafnium CC1=C(C(=C(C1([Hf]C1(C=CC2=CC=3CC(CC3C=C12)(CC)CC)C(C)CC)C)C)C)C